6-Fluoro-N-((3R,4S)-3-fluoro-1-methylpiperidin-4-yl)-4-methoxy-5-(1-methyl-1H-benzo[d][1,2,3]triazol-6-yl)pyrrolo[2,1-f][1,2,4]triazin-2-amine FC=1C(=C2C(=NC(=NN2C1)N[C@@H]1[C@@H](CN(CC1)C)F)OC)C=1C=CC2=C(N(N=N2)C)C1